CC(C)OC1=CC=CC(=C1)C2=NC3=CC=CC=C3C(=C2)C(=O)NC4=CC=NC=C4 The molecule is a member of the class of quinolines that is the amide obtained from formal condensation of the carboxy group of 2-(2-isopropyloxyphenyl)quinoline-4-carboxylic acid with the amino group of 4-aminopyridine. It is a member of quinolines, an aromatic amide, a monocarboxylic acid amide, an aromatic ether and a member of pyridines.